C(C1=CC=CC=C1)/C=C/CC1=CC=CC=C1 Trans-dibenzylethylene